CC=1C(=CC=C2N=CC(=NC12)C=1C=NN(C1)CN1CCCCC1)OC=1C=CC2=C(NC(=N2)C)C1 8-methyl-7-((2-methyl-1H-benzo[d]imidazol-6-yl)oxy)-2-(1-((1-piperidyl)methyl)pyrazol-4-yl)quinoxaline